4-(4,9,10-tris(trifluoromethyl)perylen-3-yl)butanoic acid FC(C=1C2=C(C=CC=3C=4C=CC(=C5C(=CC=C(C(=CC1)C23)C54)C(F)(F)F)C(F)(F)F)CCCC(=O)O)(F)F